3-(2-chlorophenyl)propionic acid ClC1=C(C=CC=C1)CCC(=O)O